O1C(=C(C=C1)C(=O)O)C(=O)O.C(CCCC)(N)N pentanediamine furandiformate